OC=1C(=NC=C(C1)C1=CC(=CC=C1)C=1C=NC=CC1)C(=O)NCC(C(=O)O)(C)C 3-(3-Hydroxy-5-(3-(pyridin-3-yl)phenyl)pyridinecarboxamido)-2,2-dimethylpropionic acid